CNC(=O)C1=CC(=CC=2[C@H](COC21)C2=CC=CC=C2)C(=O)NC=2C(=NNC2)C |r| (+/-)-N7-Methyl-N5-(3-methyl-1H-pyrazol-4-yl)-3-phenyl-2,3-dihydrobenzofuran-5,7-dicarboxamid